3,4,5,6-tetrafluorophthalhydrazide FC1=C2C(C(=O)NNC2=O)=C(C(=C1F)F)F